2-(4-methyl-2-pyridinyl)isothiazolo[5,4-b]pyridin-3(2H)-one CC1=CC(=NC=C1)N1SC2=NC=CC=C2C1=O